N-(4-((1-methoxy-2-methylpropan-2-yl)oxy)-2-(thiazol-5-yl)quinolin-6-yl)oxetane-3-carboxamide COCC(C)(C)OC1=CC(=NC2=CC=C(C=C12)NC(=O)C1COC1)C1=CN=CS1